(2-pyrimidin-2-ylsulfanylethyl)malononitrile N1=C(N=CC=C1)SCCC(C#N)C#N